FC(C1=CC=C(N=N1)C(=O)N)(F)F 6-(trifluoromethyl)pyridazine-3-carboxamide